CN1N=CC(=C1)C1=CC=C2C(=NC=NC2=C1)N1[C@H](CN(CC1)C(=O)OC(C)(C)C)C1=CC=CC=C1 tert-butyl (S)-4-(7-(1-methyl-1H-pyrazol-4-yl)quinazolin-4-yl)-3-phenylpiperazine-1-carboxylate